4,6-dimethylbenzthiophene CC1=CC(=CC2=C1C=CS2)C